C1(CC1)N(C1=C2NC(=NC2=NC(=N1)C=1C(=NC=NC1OC)C1CC1)C)C(C)C1=CC=C(C=C1)C=1N(C=C(N1)C(F)(F)F)C(C)C N-cyclopropyl-2-(4-cyclopropyl-6-methoxypyrimidin-5-yl)-N-(1-(4-(1-isopropyl-4-(trifluoromethyl)-1H-imidazol-2-yl)phenyl)ethyl)-8-methyl-7H-purin-6-amine